ClC=1C=C2C(=NC1OC)C(=C(N2)C2=NC(=NN2)C(C)=O)C=2C=NNC2 1-(5-(6-chloro-5-methoxy-3-(1H-pyrazol-4-yl)-1H-pyrrolo[3,2-b]pyridin-2-yl)-1H-1,2,4-triazol-3-yl)ethan-1-one